(8E,10Z)-8,10-dodecadienyl acetate C(C)(=O)OCCCCCCC\C=C\C=C/C